2-[(2R)-2-Cyclopropyl-2-hydroxyethyl]-1H-isoindole-1,3(2H)-dione C1(CC1)[C@H](CN1C(C2=CC=CC=C2C1=O)=O)O